FC1=CC=C(C=C1)[C@H]1[C@@H](C1)N (1R,2S)-2-(4-fluorophenyl)cyclopropan-1-amine